NC1=NC(=CC(=N1)C=1N=NN(C1)CC1=CC=CC(=N1)C(C)(C)O)C1=C(C(=CC=C1)F)OC 2-[6-({4-[2-amino-6-(3-fluoro-2-methoxyphenyl)-4-pyrimidinyl]-1H-1,2,3-triazol-1-yl}methyl)-2-pyridinyl]-2-propanol